2,3-difluoro-1-(4-(4-propylcyclohexyl)cyclohex-1-enyl)-4-(2,2,2-trifluoroethoxy)benzene FC1=C(C=CC(=C1F)OCC(F)(F)F)C1=CCC(CC1)C1CCC(CC1)CCC